C1=C(C(=CC2=CC(=C(C=C12)C(=O)O)C(=O)O)C(O)=N)C(O)=N 2,3,6,7-naphthalenetetracarboxylic acid diimide